methyl 2-(benzhydrylideneamino)-2-[1-(difluoromethyl)-2-oxo-4-quinolyl]acetate C(C1=CC=CC=C1)(C1=CC=CC=C1)=NC(C(=O)OC)C1=CC(N(C2=CC=CC=C12)C(F)F)=O